N-(3-(difluoromethyl)-1-((1R,4R)-4-formylcyclohexyl)-1H-pyrazol-4-yl)-5-(4-methylpiperazin-1-yl)pyrazolo[1,5-a]pyrimidine-3-carboxamide FC(C1=NN(C=C1NC(=O)C=1C=NN2C1N=C(C=C2)N2CCN(CC2)C)C2CCC(CC2)C=O)F